N-(2-(5-fluoro-1H-indol-3-yl)ethyl)-N-methylthietan-3-amine FC=1C=C2C(=CNC2=CC1)CCN(C1CSC1)C